1-[3-(4-Bromo-2-methyl-2H-pyrazol-3-yl)-4-hydroxyphenyl]-3-(2,4-difluorophenyl)-urea BrC1=C(N(N=C1)C)C=1C=C(C=CC1O)NC(=O)NC1=C(C=C(C=C1)F)F